(S)-4-(N-methylacetamido)-3-(4-methylphenyl)-N-((R)-1-(4-(trifluoromethyl)phenyl)ethyl)-4,5-dihydro-1H-pyrazol-1-carboxamide CN(C(C)=O)[C@@H]1C(=NN(C1)C(=O)N[C@H](C)C1=CC=C(C=C1)C(F)(F)F)C1=CC=C(C=C1)C